methyl 1-cyclopropyl-6,7-difluoro-2-[(2R,5R,7R)-2-methyl-4-oxo-3,13,19-triazatetracyclo[11.5.2.05,7.016,20]icosa-1(19),14,16(20),17-tetraen-14-yl]benzimidazole-5-carboxylate C1(CC1)N1C(=NC2=C1C(=C(C(=C2)C(=O)OC)F)F)C=2N1CCCCC[C@@H]3C[C@H]3C(N[C@@H](C=3C=CC(C2)=C1N3)C)=O